4-chloro-2-({3-[2-(4-chlorophenyl)ethyl]-1,2,4-oxadiazol-5-yl}methyl)-5-[(1-methyl-1H-pyrazol-4-yl)amino]-2,3-dihydropyridazin-3-one ClC=1C(N(N=CC1NC=1C=NN(C1)C)CC1=NC(=NO1)CCC1=CC=C(C=C1)Cl)=O